C1=C(C=CC2=CC=CC=C12)CC1N(CCC2=CC=CC=C12)C1=CC=CC=C1 1-(Naphthalen-2-ylmethyl)-2-phenyl-1,2,3,4-tetrahydroisoquinoline